((1-(2-(4-cyanophenyl)-5-trifluoromethyl-7-azaindol-4-yl)azetidin-3-yl)methyl)cyclobutylcarboxamide C(#N)C1=CC=C(C=C1)C=1NC2=NC=C(C(=C2C1)N1CC(C1)CNC(=O)C1CCC1)C(F)(F)F